FC(C1=NC=CC(=C1)C(F)(F)F)F 2-(difluoromethyl)-4-(trifluoromethyl)pyridine